4-fluoro-N-((1-(4-(5-(trifluoromethyl)-1,2,4-oxadiazol-3-yl)phenyl)-1H-pyrazol-4-yl)methyl)benzenesulfonamide Methyl-3-(3-chloro-3-oxopropyl)-5-methyl-1H-indole-6-carboxylate COC(=O)C1=C(C=C2C(=CNC2=C1)CCC(=O)Cl)C.FC1=CC=C(C=C1)S(=O)(=O)NCC=1C=NN(C1)C1=CC=C(C=C1)C1=NOC(=N1)C(F)(F)F